[C@@H]12NC[C@@H]([C@@H](C1)OC(=O)C=1C(=NOC1C1(CC1)F)C1=C(C=CC=C1Cl)Cl)C2 (2,6-dichlorophenyl)-5-(1-fluorocyclopropyl)-1,2-oxazole-4-carboxylic acid (1S,4S,5R)-2-azabicyclo[2.2.1]heptane-5-yl ester